6-fluoro-7-(2-methoxy-4,6-dimethyl-phenyl)pyrido[2,3-d]pyrimidin FC1=CC2=C(N=CN=C2)N=C1C1=C(C=C(C=C1C)C)OC